N-(5-Cyanopyridin-2-yl)-3-((13S,15R)-4-fluoro-13-methyl-17-oxo-7,8,9,11,12,13,14,15,16,17-decahydro-6H-cyclopenta[a]phenanthren-15-yl)propanamide C(#N)C=1C=CC(=NC1)NC(CC[C@H]1C2C3CCC=4C(=CC=CC4C3CC[C@@]2(C(C1)=O)C)F)=O